O1CCN(CC1)CCC[Si](C1=CC=C(C=C1)C(=C)C1=CC=CC=C1)(OC)OC 1-[4-[(3-morpholinopropyl)dimethoxysilyl]phenyl]-1-phenylethylene